FC(C1=CC=C2C=C(NC2=C1)CNCCCCOCCNC1=NC2=C(C3=CN=CC=C13)C=CC(=C2)C(=O)N)(F)F 5-((2-(4-(((6-(Trifluoromethyl)-1H-indol-2-yl)methyl)amino)butoxy)ethyl)amino)benzo[c][2,6]naphthyridine-8-carboxamide